5-amino-2-(((1R,4R)-4-hydroxycyclohexyl)amino)pyrido[4,3-d]pyrimidine-8-carbonitrile NC1=NC=C(C=2N=C(N=CC21)NC2CCC(CC2)O)C#N